[methyl(phenyl)amino]propanoic acid hydrochloride Cl.CN(C1=CC=CC=C1)C(C(=O)O)C